2-chloro-N-{3-cyano-1-[2-(3-fluorophenyl)ethyl]-1H-pyrrolo[2,3-b]quinoxalin-2-yl}benzamide ClC1=C(C(=O)NC2=C(C=3C(=NC4=CC=CC=C4N3)N2CCC2=CC(=CC=C2)F)C#N)C=CC=C1